CN1N=CC=C1N1N=NNC1=O 4-(1-methyl-1H-pyrazol-5-yl)-1,4-dihydro-5H-tetrazol-5-one